N-[3-(4-ethyl-1H-imidazol-1-yl)-5-(trifluoromethyl)phenyl]-4-methyl-3-[[4-(pyridin-3-yl)pyrimidin-2-yl]amino]benzamide C(C)C=1N=CN(C1)C=1C=C(C=C(C1)C(F)(F)F)NC(C1=CC(=C(C=C1)C)NC1=NC=CC(=N1)C=1C=NC=CC1)=O